O1N=C(C2=C1C=CC=C2)CC(=O)N2C(CC(C2)F)C(=O)NC(C2=CC=C(C=C2)C(C)C)C2=CC=CC=C2 1-[2-(1,2-benzoxazol-3-yl)acetyl]-4-fluoro-N-{phenyl-[4-(propan-2-yl)phenyl]methyl}pyrrolidine-2-carboxamide